3-(2-Chloro-6-methyl-4-pyridyl)-2-(3-cyanophenyl)-N-[2-(4-phenylpiperazin-1-yl)ethyl]pyrazolo[1,5-a]pyrimidine-5-carboxamide ClC1=NC(=CC(=C1)C=1C(=NN2C1N=C(C=C2)C(=O)NCCN2CCN(CC2)C2=CC=CC=C2)C2=CC(=CC=C2)C#N)C